(4-FORMYL-2,6-DIMETHOXYPHENOXY)ACETIC ACID C(=O)C1=CC(=C(OCC(=O)O)C(=C1)OC)OC